O[C@@H](CNC(C1=CC=CC=C1)=O)CN1CC2=CC=C(C=C2CC1)OCC1=C(N=CO1)C N-[(2S)-2-hydroxy-3-{6-[(4-methyl-1,3-oxazol-5-yl)methoxy]-1,2,3,4-tetrahydroisoquinolin-2-yl}propyl]benzamide